(1S,4r)-4-((S)-1-(3-(4-(2-(2-aminopyridin-3-yl)-5-phenyl-3H-imidazo[4,5-b]pyridin-3-yl)phenyl)azetidin-1-yl)ethyl)cyclohexane-1-carboxylic acid NC1=NC=CC=C1C1=NC=2C(=NC(=CC2)C2=CC=CC=C2)N1C1=CC=C(C=C1)C1CN(C1)[C@@H](C)C1CCC(CC1)C(=O)O